(Z)-5-fluoro-3-(4-fluorobenzylidene)indolin-2-one FC=1C=C2/C(/C(NC2=CC1)=O)=C/C1=CC=C(C=C1)F